ClC1=C(CSC2=NN=C(N2C2=CC=C(C(=O)O)C=C2)C2=CC=C(C=C2)OC)C=CC(=C1)F 4-(3-((2-chloro-4-fluorobenzyl)thio)-5-(4-methoxyphenyl)-4H-1,2,4-triazol-4-yl)benzoic acid